N-(4-methoxybenzyl)cyclopropanamine COC1=CC=C(CNC2CC2)C=C1